BrC1=CC=C(C=C1)CCC(CC(=O)NC=1C=CC=C2C=CC=NC12)C[Si](C1=CC=CC=C1)(C)C 5-(4-Bromophenyl)-3-{[dimethyl(phenyl)silyl]methyl}-N-(quinolin-8-yl)pentanamide